C(=O)O.OC[C@@H](C)NC1=CC(=NC(=N1)N1CCOCC1)C=1C=C(C=CC1C)NC(=O)N1C[C@@H](CC1)CC(F)(F)F (S)-N-(3-(6-(((R)-1-hydroxypropan-2-yl)amino)-2-morpholinopyrimidin-4-yl)-4-methylphenyl)-3-(2,2,2-trifluoroethyl)pyrrolidine-1-carboxamide formate